2-(imidazo[1,2-a]pyridin-8-yl)-5-propylbenzene-1,3-diol N=1C=CN2C1C(=CC=C2)C2=C(C=C(C=C2O)CCC)O